ClC1=CC(=NC=C1C(NC)=O)NC1=NC=CC(=C1)C(=O)O 2-{[4-chloro-5-(methylcarbamoyl)pyridin-2-yl]amino}pyridine-4-carboxylic acid